N1C=C(C2=CC=CC=C12)C1=NSC(=N1)C1=CNC2=CC=CC=C12 3,5-bis(1H-indol-3-yl)-1,2,4-thiadiazole